ClC1=CC=C2C(=CN(C2=C1Cl)C=1C=NN(C1)CC(=O)O)C=1C=NNC1 2-[4-[6,7-dichloro-3-(1H-pyrazol-4-yl)indol-1-yl]pyrazol-1-yl]acetic acid